C(C)C1=CC2=C(S1)[C@@]1(C[C@@H](N(CC1)CC=1N=NN(C1)CCS(=O)(=O)C)C)OCC2O (2'S,7R)-2-ethyl-2'-methyl-1'-[[1-(2-methylsulfonylethyl)triazol-4-yl]methyl]spiro[4,5-dihydrothieno[2,3-c]pyran-7,4'-piperidine]-4-ol